((((adamantan-1-yl)methyl)amino)methyl)-N-hydroxynicotinamide C12(CC3CC(CC(C1)C3)C2)CNCC2=C(C(=O)NO)C=CC=N2